7-butyl-5-[(3-chlorophenyl)methyl]-5H,6H,7H,8H,9H,10H-cyclohepta[b]indole-4-carboxylic acid C(CCC)C1CCCC2=C(N(C3=C(C=CC=C23)C(=O)O)CC2=CC(=CC=C2)Cl)C1